C(C1=CC=CC=C1)OC(=O)N1[C@H]([C@H](C1)OC)C (2S,3S)-3-methoxy-2-methylazetidine-1-carboxylic acid benzyl ester